O=C1S\C(\C(N1)=O)=C/C=1OC=CC1 [(Z)-(2,4-dioxo-1,3-thiazolidin-5-ylidene)methyl]furan